ClC1=NC=NC2=CC(=CC=C12)CC(F)(F)F 4-Chloro-7-(2,2,2-trifluoroethyl)quinazoline